N-((1S,2R)-2-hydroxycyclohexyl)-2-(2-nonyl-1,3-dioxolan-2-yl)acetamide O[C@H]1[C@H](CCCC1)NC(CC1(OCCO1)CCCCCCCCC)=O